2-chloro-N'-[1,1-difluoro-2-(4-methoxyphenyl)-2-oxoethoxy]-5-[3-(trifluoromethyl)phenoxy]pyridine-4-carboxamidine ClC1=NC=C(C(=C1)C(=NOC(C(=O)C1=CC=C(C=C1)OC)(F)F)N)OC1=CC(=CC=C1)C(F)(F)F